N[C@@H](C)C=1N(S(C2=C(C1)C=CC=C2F)(=O)=O)C2=CC(=CC=C2)OC (S)-3-(1-aminoethyl)-8-fluoro-2-(3-methoxyphenyl)-2H-benzo[e][1,2]Thiazine-1,1-dioxide